CN1C(=NC2=C(C=C(C=C2C1=O)C)[C@@H](C)N[S@](=O)C(C)(C)C)C1=NN(C2=CC=CC=C12)C (R)-N-((R)-1-(3,6-dimethyl-2-(1-methyl-1H-indazol-3-yl)-4-oxo-3,4-dihydroquinazolin-8-yl)ethyl)-2-methylpropane-2-sulfinamide